C(C)C1=NN2C(C=CC(=C2)CO)=C1C(=O)O 2-ethyl-6-(hydroxymethyl)pyrazolo[1,5-a]pyridine-3-carboxylic acid